ClC1=NC(=NN2C1=C(C(=C2)C2=C(C(=CC=C2)OC)C)C2=NC=CC(=C2)C)C=2N(C=CN2)C 4-chloro-6-(3-methoxy-2-methylphenyl)-2-(1-methyl-1H-imidazol-2-yl)-5-(4-methylpyridin-2-yl)pyrrolo[2,1-f][1,2,4]triazine